CN1N=CC(=C1)C1=CC=C2C=3C=C(C=CC3NC2=C1)C1CCN(CC1)C(=O)OC(C)(C)C tert-butyl 4-(7-(1-methyl-1H-pyrazol-4-yl)-9H-carbazol-3-yl)piperidine-1-carboxylate